((2R,7aS)-2-fluorotetrahydro-1H-pyrrolizin-7a(5H)-ylmethoxy)-7-(3-hydroxynaphthalen-1-yl)pyrido[4,3-d]pyrimidin-4-ol F[C@@H]1C[C@@]2(CCCN2C1)COC=1N=C(C2=C(N1)C=C(N=C2)C2=CC(=CC1=CC=CC=C21)O)O